CC(CC)CC(CCCCC)O 3-methyl-5-decanol